2,5-dimethyl-2,5-di(t-amylperoxy)hex-3-yne CC(C)(C#CC(C)(OOC(C)(C)CC)C)OOC(C)(C)CC